4-((3-chloro-2-fluorophenyl)amino)-6-nitroquinazolin-7-ol ClC=1C(=C(C=CC1)NC1=NC=NC2=CC(=C(C=C12)[N+](=O)[O-])O)F